CC1=C(C=C(C=C1)[N+](=O)[O-])N1N=CN=N1 2-(2-methyl-5-nitro-phenyl)tetrazole